ClC=1C=C(C=C(C1)Cl)C1=NC(=CC(=C1)CN1CCC(CC1)OC1(CC1)C(=O)O)OC=1C=NC(=NC1)N1CCN(CC1)C 1-((1-((2-(3,5-dichlorophenyl)-6-((2-(4-methylpiperazin-1-yl)pyrimidin-5-yl)oxy)pyridin-4-yl)methyl)piperidin-4-yl)oxy)cyclopropanecarboxylic acid